N-((6-bromo-9-ethyl-9H-carbazol-3-yl)methyl)-1-methyl-1H-benzo[d]imidazol-2-amine BrC=1C=C2C=3C=C(C=CC3N(C2=CC1)CC)CNC1=NC2=C(N1C)C=CC=C2